2-(1-cyclobutyl-1H-benzo[d]imidazol-2-yl)-5-hydroxy-N-(isothiazol-4-yl)-1-methyl-6-oxo-1,6-dihydropyrimidine-4-carboxamide C1(CCC1)N1C(=NC2=C1C=CC=C2)C=2N(C(C(=C(N2)C(=O)NC=2C=NSC2)O)=O)C